CN(C1CCC(CC1)NC1=NC=2N(C(C(=NC2C=N1)C1=CC(=C(C(=C1)F)NS(=O)(=O)CCC)F)=O)C(C)C)C N-[4-[2-[[4-(dimethyl-amino)cyclohexyl]-amino]-8-isopropyl-7-oxo-pteridin-6-yl]-2,6-difluoro-phenyl]propane-1-sulfonamide